(-)-6-(4-chlorophenyl)-2-(3-fluorophenyl)-N-[(3R)-3-hydroxybutyl]-3-oxo-2,3-dihydropyridazine-4-carboxamide ClC1=CC=C(C=C1)C=1C=C(C(N(N1)C1=CC(=CC=C1)F)=O)C(=O)NCC[C@@H](C)O